FC=1C=C(C=C(C1)C(F)(F)F)NC(=O)C1=CSC=2CN(CCC21)CC=2C=NC(=NC2)NC2COC2 N-[3-fluoro-5-(trifluoromethyl)phenyl]-6-[[2-(oxetan-3-ylamino)pyrimidin-5-yl]methyl]-5,7-dihydro-4H-thieno[2,3-c]pyridine-3-carboxamide